6-pyrazol-1-yl-piperidin-3-one N1(N=CC=C1)C1CCC(CN1)=O